ClC1=CC(=CC(=N1)N=C1S(CCCCCC1)(=O)(C)C)C1=CC=CC=C1 ((6-chloro-4-phenylpyridin-2-yl)imino)dimethyl-λ6-thiocanone